FC(C1=NN(C(=C1)C(F)F)CC(=O)N1CCC(CC1)C=1SC=C(N1)C1=NOC(C1)C1=C(C=CC=C1Cl)OS(=O)(=O)C)F methanesulfonic acid 2-{3-[2-(1-{[3,5-bis(difluoromethyl)-1H-pyrazol-1-yl]acetyl} piperidin-4-yl)-1,3-thiazol-4-yl]-4,5-dihydro-1,2-oxazol-5-yl}-3-chlorophenyl ester